N-(2,1,3-benzothiadiazol-5-yl)-6-bromo-1H-indole-3-sulfonamide N=1SN=C2C1C=CC(=C2)NS(=O)(=O)C2=CNC1=CC(=CC=C21)Br